hexaanimine nickel nitrate [N+](=O)([O-])[O-].[Ni+2].C(CCCCC)=N.[N+](=O)([O-])[O-]